3-((6-((1-acryloylpiperidin-4-yl)oxy)-7-methoxyquinazolin-4-yl)amino)-3-(3-chlorophenyl)propanamide C(C=C)(=O)N1CCC(CC1)OC=1C=C2C(=NC=NC2=CC1OC)NC(CC(=O)N)C1=CC(=CC=C1)Cl